7-cyclopentyl-2-((4-(4-(1-(3-(2,6-dioxopiperidin-3-yl)phenyl)-piperidin-4-yl)-piperazin-1-yl)phenyl)amino)-N,N-dimethyl-7H-pyrrolo[2,3-d]pyrimidine-6-carboxamide C1(CCCC1)N1C(=CC2=C1N=C(N=C2)NC2=CC=C(C=C2)N2CCN(CC2)C2CCN(CC2)C2=CC(=CC=C2)C2C(NC(CC2)=O)=O)C(=O)N(C)C